Cl.N1CC(CC1)CN1CC2(C1)CCN(CC2)C(=O)O 2-(pyrrolidin-3-ylmethyl)-2,7-diazaspiro[3.5]nonane-7-carboxylate hydrochloride